6-[5-[1-[[8-bromo-6-(trifluoromethyl)quinazolin-4-yl]amino]ethyl]-1,2,4-triazol-1-yl]pyridine-3-carbonitrile BrC=1C=C(C=C2C(=NC=NC12)NC(C)C1=NC=NN1C1=CC=C(C=N1)C#N)C(F)(F)F